FC=1C=C(CC=2C=C3C(=NNC3=CC2)NC(C2=C(C=C(C=C2)N2CCN(CC2)C)NCC2COC2)=O)C=CC1 N-(5-(3-fluorobenzyl)-1H-indazol-3-yl)-4-(4-methylpiperazin-1-yl)-2-((oxetan-3-ylmethyl)amino)benzamide